C(=O)C1=C(OC(C(=O)O)CCCC)C=CC=C1 (2-formylphenoxy)hexanoic acid